3-methyl-N-(2-[[(2S)-2-methylpyrrolidin-1-yl]methyl]-1-[[2-(trimethylsilyl)ethoxy]methyl]pyrrolo[3,2-c]pyridin-6-yl)-1,2-benzoxazol-6-carboxamide CC1=NOC2=C1C=CC(=C2)C(=O)NC2=CC1=C(C=N2)C=C(N1COCC[Si](C)(C)C)CN1[C@H](CCC1)C